NC1=NC2=CC=C(C=C2C=C1C)C(=O)N(CC1=NC=C(C=C1)C(F)(F)F)CC1=CC=C(C=C1)N1C(CCC1)=O 2-amino-3-methyl-N-(4-(2-oxo-1-pyrrolidinyl)benzyl)-N-((5-(trifluoromethyl)-2-pyridinyl)methyl)-6-quinolinecarboxamide